C(C)OC(=O)C=1C(C=C2N(C(CN3N=C4C(=CC=CC4=C32)OCCO)C(C)(C)C)C1)=O 6-(tert-butyl)-10-(2-hydroxyethoxy)-2-oxo-6,7-dihydro-2H-pyrido[2',1':3,4]pyrazino[1,2-b]indazole-3-carboxylic acid ethyl ester